ClC1=NC(=C2N=CN(C2=N1)C1CCCC1)NCN1C(C=C(C=C1C)C)=O (((2-chloro-9-cyclopentyl-9H-purin-6-yl)amino)methyl)-4,6-dimethylpyridin-2(1H)-one